ClC1=C(C=C(C=C1)N(C(=O)C1N(NC(C1)=O)C1=NC(=CC(=N1)C1CC1)C(F)(F)F)C)C N-(4-chloro-3-methylphenyl)-2-(4-cyclopropyl-6-(trifluoromethyl)pyrimidin-2-yl)-N-methyl-5-oxopyrazolidine-3-carboxamide